C(CC=C)OC1=C(C(=CC=C1)C)C1=CC(=CC=C1)[C@H](CC(=O)OC)NC([C@@H](CCC=C)OS(=O)(=O)C)=O Methyl (S)-3-(2'-(but-3-en-1-yloxy)-6'-methyl-[1,1'-biphenyl]-3-yl)-3-((R)-2-((methylsulfonyl)oxy)hex-5-enamido)propanoate